N6-acetyl-adenosine triphosphate P(O)(=O)(OP(=O)(O)OP(=O)(O)O)OC[C@@H]1[C@H]([C@H]([C@@H](O1)N1C=NC=2C(NC(C)=O)=NC=NC12)O)O